C(C)OC(C(C(=O)NC1=CC(=CC(=C1)F)F)C)=O 3-(3,5-difluoroanilino)-2-methyl-3-oxo-propionic acid ethyl ester